(3-bromopropyl)trimethyl-ammonium BrCCC[N+](C)(C)C